C[C@@H]1CNCCN1C1COC1 (3R)-3-methyl-4-(oxetan-3-yl)piperazin